BrC1=CC=C(C2=CC(=CC=C12)O)N 4-bromo-7-hydroxynaphthylamine